tert-butyl 3-fluoro-4-oxocyclohexane-1-carboxylate FC1CC(CCC1=O)C(=O)OC(C)(C)C